(4-((2-methoxyethoxy)methyl)phenyl)methanol COCCOCC1=CC=C(C=C1)CO